C(#N)C1=CC=C(C=C1)C=1N(C(C2=CC(=CC(=C2C1)C(C)NC1=C(C(=O)O)C=CC=C1)C)=O)C 2-((1-(3-(4-cyanophenyl)-2,7-dimethyl-1-oxo-1,2-dihydroisoquinolin-5-yl)ethyl)amino)benzoic acid